1-Ethyl-2,5-Norbornadien C(C)C12C=CC(C=C1)C2